tris[(trimethylsilyl)ethynyl]boron C[Si](C)(C)C#CB(C#C[Si](C)(C)C)C#C[Si](C)(C)C